4-amino-N5-(furan-2-ylmethyl)-N5-(2-oxo-2-(tert-pentylamino)-1-(quinolin-6-yl)ethyl)isothiazole-3,5-dicarboxamide NC=1C(=NSC1C(=O)N(C(C(NC(C)(C)CC)=O)C=1C=C2C=CC=NC2=CC1)CC=1OC=CC1)C(=O)N